methyl 2-methyl-5-((1-methylazetidin-2-yl) methoxy)benzoate CC1=C(C(=O)OC)C=C(C=C1)OCC1N(CC1)C